4-fluorobenzo[d]isothiazol-1,1-dioxide FC1=CC=CC2=C1C=NS2(=O)=O